C1(CC1)C1=CN=C(C(=N1)C(=O)NN)NC1=C(C(=CC=C1)C=1CCOCC1)OCC(F)(F)F 6-Cyclopropyl-3-((3-(3,6-dihydro-2H-pyran-4-yl)-2-(2,2,2-trifluoroethoxy)phenyl)amino)pyrazine-2-carbohydrazide